COC1=NC(=CC(=N1)N)OC 2,6-dimethoxypyrimidin-4-amine